2-morpholino-5-(trifluoromethyl)thiophene-3-carboxylic acid methyl ester COC(=O)C1=C(SC(=C1)C(F)(F)F)N1CCOCC1